ClC=1C=NC(=C(C(=O)NC2CCC(CC2)CN2C(N(C3=C2C=C(C=C3)F)C3=CC(=NC=C3)Cl)=O)C1)C(F)F 5-chloro-N-((1r,4r)-4-((3-(2-chloropyridin-4-yl)-6-fluoro-2-oxo-2,3-dihydro-1H-benzo[d]imidazol-1-yl)methyl)cyclohexyl)-2-(difluoromethyl)nicotinamide